tin (IV) n-butoxide [O-]CCCC.[Sn+4].[O-]CCCC.[O-]CCCC.[O-]CCCC